3-isopropyl-N',N'-dimethylbenzene-1,2-diamine C(C)(C)C1=C(C(=CC=C1)N)N(C)C